BrC1=C2C=NNC2=C(C=C1)SC=1C2=C(C(=NC1C)N)N=C(N2)COCC 7-[(4-Bromo-1H-indazol-7-yl)sulfanyl]-2-(ethoxymethyl)-6-methyl-1H-imidazo[4,5-c]pyridin-4-amine